5-(6-(2-fluoro-3,5-bis(methoxy-d3)phenyl)-4,5,6,7-tetrahydro-1H-indazol-3-yl)-1-methyl-1H-pyrazol-4-amine FC1=C(C=C(C=C1OC([2H])([2H])[2H])OC([2H])([2H])[2H])C1CCC=2C(=NNC2C1)C1=C(C=NN1C)N